ClC1=C(C=CC=C1)C=1NC(=NN1)C(C(=O)NC1=CC=C(C=C1)C=1C(=NNC1C)C)C(C1CC1)C1CC1 2-[5-(2-chlorophenyl)-4H-1,2,4-triazol-3-yl]-3,3-dicyclopropyl-N-[4-(3,5-dimethyl-1H-pyrazol-4-yl)phenyl]propanamide